The molecule is an organic thiophosphate that is ethyl mandelate in which the hydroxy group has been replaced by a (dimethoxyphosphorothioyl)sulfanediyl group. It has a role as an EC 3.1.1.7 (acetylcholinesterase) inhibitor, an acaricide and an agrochemical. It is an organic thiophosphate, an organothiophosphate insecticide and an ethyl ester. CCOC(=O)C(C1=CC=CC=C1)SP(=S)(OC)OC